CN1C(C(N(C2=CC=CC=C12)C1CCN(CC1)C1=NC=C(C=N1)C=C)=O)=O methyl-4-(1-(5-vinylpyrimidin-2-yl)piperidin-4-yl)-1,4-dihydroquinoxaline-2,3-dione